CC(CN)N(C)C N,N-dimethylpropylenediamine